C1(CCCCC1)(C12C3(C(C(C=C1)C2)C(NC3=O)=O)CC=C)C32C1(C(C(C=C3)C2)C(NC1=O)=O)CC=C cyclohexylidene-bis(allylbicyclo[2.2.1]hept-5-ene-2,3-dicarboximide)